OC1=C(C=CC(=C1)C(F)(F)F)C=1C(=NC=2C(N1)=NN(C2)[C@@H]2CCC(N(C2)C)=O)C |o1:20| (R or S)-5-(6-(2-hydroxy-4-(trifluoromethyl)phenyl)-5-methyl-2H-pyrazolo[3,4-b]pyrazin-2-yl)-1-methylpiperidin-2-one